methyl-3-chloro-6,7-dihydrodibenzo[b,d]oxepine methyl-6-(1-(4-fluorophenyl)vinyl)-3-(methoxymethyl)-5-((2-(pyrrolidin-1-yl)ethyl)amino)pyrazine-2-carboxylate COC(=O)C1=NC(=C(N=C1COC)NCCN1CCCC1)C(=C)C1=CC=C(C=C1)F.CC1=CC(=CC=2OCCC3=C(C21)C=CC=C3)Cl